C(C1=CC=CC=C1)N1CC2C(C1)CN(C2)CC(O)C2=CC=C(C=N2)O rac-6-(2-(5-benzylhexahydropyrrolo[3,4-c]pyrrol-2(1H)-yl)-1-hydroxyethyl)pyridin-3-ol